N1C2=C(OCC1)N=CC=C2 2,3-dihydro-1H-pyrido[2,3-b][1,4]oxazin